1-(3-fluoro-5-(3-morpholinoquinoxaline-6-carbonyl)phenyl)-3-(3-(trifluoromethyl)phenyl)urea FC=1C=C(C=C(C1)C(=O)C=1C=C2N=C(C=NC2=CC1)N1CCOCC1)NC(=O)NC1=CC(=CC=C1)C(F)(F)F